5-(4-chloro-2-fluorophenyl)-2-isobutyl-6-(2-methylpyridin-4-yl)pyrimidin-4(3H)-one disodium 3,3'-bipiperidine-4,4'-dicarboxylate N1CC(C(CC1)C(=O)[O-])C1CNCCC1C(=O)[O-].[Na+].[Na+].ClC1=CC(=C(C=C1)C=1C(NC(=NC1C1=CC(=NC=C1)C)CC(C)C)=O)F